[Ni].C12(CC3CC(CC(C1)C3)C2)CC(=O)NC2=CC3=C(N=C(N3)CC3=CC(=CC=C3)C=3C(=NOC3C)C)C=C2 2-(1-adamantyl)-N-[2-[[3-(3,5-dimethylisoxazol-4-yl)phenyl]methyl]-3H-benzimidazol-5-yl]acetamide nickel